4-(2-Bromo-4-morpholinophenyl)-N-(pyridin-2-yl)thiazol-2-amin BrC1=C(C=CC(=C1)N1CCOCC1)C=1N=C(SC1)NC1=NC=CC=C1